Tris-(4-phenoxyphenyl)-sulfonium hexafluorophosphat F[P-](F)(F)(F)(F)F.O(C1=CC=CC=C1)C1=CC=C(C=C1)[S+](C1=CC=C(C=C1)OC1=CC=CC=C1)C1=CC=C(C=C1)OC1=CC=CC=C1